(3S,4R)-3-acrylamido-4-((8-((cyclopropylmethyl)amino)-6-(2,6-dichloro-3,5-dimethoxyphenyl)pyrido[3,4-d]pyrimidin-2-yl)amino)-N-methyl-pyrrolidine-1-carboxamide C(C=C)(=O)N[C@H]1CN(C[C@H]1NC=1N=CC2=C(N1)C(=NC(=C2)C2=C(C(=CC(=C2Cl)OC)OC)Cl)NCC2CC2)C(=O)NC